4-[4-[[3-(3-fluoro-4-methoxyphenyl)imidazo[1,2-a]pyrazin-8-yl]amino]-2-methylbenzoyl]-N,N-dimethylpiperazine-1-sulfonamide FC=1C=C(C=CC1OC)C1=CN=C2N1C=CN=C2NC2=CC(=C(C(=O)N1CCN(CC1)S(=O)(=O)N(C)C)C=C2)C